1-(3-chloro-4-(trifluoromethyl)phenyl)ethan-1-one ClC=1C=C(C=CC1C(F)(F)F)C(C)=O